C(C)N(CC)[Si](OC1CCCCC1)(OC1CCCCC1)OC1CCCCC1 diethylamino-triscyclohexyloxysilane